C=C1C(C(=O)NO)C=CC=C1 methylene-N-hydroxybenzoamide